N-{6-[3-(dimethylamino)propoxy]-7-methoxy-1H,2H,3H-cyclopenta[b]quinolin-9-yl}piperidin-3-amine CN(CCCOC=1C(=CC=2C(=C3C(=NC2C1)CCC3)NC3CNCCC3)OC)C